NCC(CNC(C1=C(C=C(C=C1)NC=1C=2N(C=CN1)C(=CN2)C2=C(C(=C(C=C2)OC)F)F)CC)=O)O N-(3-amino-2-hydroxypropyl)-4-[[3-(2,3-difluoro-4-methoxyphenyl)imidazo[1,2-a]pyrazin-8-yl]amino]-2-ethylbenzamide